N1(CCC1)CC=1C(=C(C=CC1N1CCOCC1)B(O)O)F (3-(azetidin-1-ylmethyl)-2-fluoro-4-morpholinophenyl)boronic acid